4-[4-(2-amino-1-hydroxyethyl)pyrazol-1-yl]-3-[2-methyl-6-(4-methylphenyl)pyrimidin-4-yl]oxybenzonitrile NCC(O)C=1C=NN(C1)C1=C(C=C(C#N)C=C1)OC1=NC(=NC(=C1)C1=CC=C(C=C1)C)C